C(C)(=O)NC=1SC(=C(N1)C)C1=CC2=C(C(=N1)NC(=O)C1CC1)C(N(C2)C(C)C2CC2)=O N-(6-(2-acetamido-4-methylthiazol-5-yl)-2-(1-cyclopropylethyl)-3-oxo-2,3-dihydro-1H-pyrrolo[3,4-c]pyridin-4-yl)cyclopropanecarboxamide